2-(6-bromo-1-oxo-4-prop-2-ylphthalazin-2-yl)-N-(pyrrolidin-2-ylmethyl)acetamide hydrochloride Cl.BrC=1C=C2C(=NN(C(C2=CC1)=O)CC(=O)NCC1NCCC1)C(C)C